C1(CCCC1)NC(C(C1=CC=NC=C1)N(C(=O)C=1NC(=CC1C)C1=CC=CC=C1)C1=CC=C(C=C1)OC)=O N-(2-(cyclopentylamino)-2-oxo-1-(pyridin-4-yl)ethyl)-N-(4-methoxyphenyl)-3-methyl-5-phenyl-1H-pyrrole-2-carboxamide